CS(=O)(=O)N1C[C@H]([C@@H](CC1)NC1=NN2C(C=N1)=C(N=C2CC(C)C)C(F)(F)F)O (3R,4R)-1-methanesulfonyl-4-{[7-(2-methylpropyl)-5-(trifluoromethyl)imidazo[4,3-f][1,2,4]triazin-2-yl]amino}piperidin-3-ol